C1(CC1)SC1=C2C=CNC2=C(C(=C1OC=1C=CC(=C(C1)C=1NC=C(N1)[C@]1(CCOC2=C(C=CC=C12)CCC(=O)O)C)F)F)F 3-[(4S)-4-[2-[5-[(4-cyclopropylsulfanyl-6,7-difluoro-1H-indol-5-yl)oxy]-2-fluoro-phenyl]-1H-imidazol-4-yl]-4-methyl-chroman-8-yl]propanoic acid